(5R)-2-(2,2-difluoro-3-methylcyclopropane-1-carbonyl)-9,9-dimethyl-8-oxo-2-azaspiro[4.5]dec-6-ene-7-carbonitrile FC1(C(C1C)C(=O)N1C[C@]2(CC1)C=C(C(C(C2)(C)C)=O)C#N)F